C(#N)C=1C=C2C(N(C(=NC2=CC1)[C@H]1CN(CCC1)C(=O)OC(C)(C)C)C)=O tert-butyl (R)-3-(6-cyano-3-methyl-4-oxo-3,4-dihydroquinazolin-2-yl)piperidine-1-carboxylate